FC(C1=CC=C(C=N1)OC=1C(=NC=CN1)C1CCN(CC1)CC(C(=O)O)=C)(F)F 2-((4-(3-((6-(trifluoromethyl)pyridin-3-yl)oxy)pyrazin-2-yl)piperidin-1-yl)methyl)acrylic acid